3,3-di-(tert-butylperoxy)butyrate C(C)(C)(C)OOC(CC(=O)[O-])(C)OOC(C)(C)C